(-)-1-{(3S*,4R*,Z)-4-(2,6-difluoro-4-methoxyphenyl)-2-[(2-hydroxyethoxy)imino]pyrrolidin-3-yl}-3-(p-tolyl)urea FC1=C(C(=CC(=C1)OC)F)[C@H]1[C@@H](/C(/NC1)=N/OCCO)NC(=O)NC1=CC=C(C=C1)C |o1:10,11|